CC=1C(NC(=NC1)OC1CCCCC1)=O 5-methyl-2-(cyclohexyloxy)pyrimidin-4-one